2-[(5,6-diphenyl-1,2,4-triazin-3-yl)amino]-N-methyl-acetamide C1(=CC=CC=C1)C=1N=C(N=NC1C1=CC=CC=C1)NCC(=O)NC